C(C)(C)(C)C1N(CC1\C=C\C1=C(C=C(C=C1)C(F)(F)F)F)C(=O)OCC1=CC=NN1CC(F)(F)F (1-(2,2,2-trifluoroethyl)-1H-pyrazol-5-yl)methanol Tert-Butyl-(E)-3-(2-fluoro-4-(trifluoromethyl)styryl)azetidine-1-carboxylate